Cl.C(=O)(C=C)N acrylamine hydrochloride